OCCC=1N=C(N(C1)C=1C=CC=2N(C1)C=CN2)C2=NC(=CC=C2)C 6-(4-(2-hydroxyethyl)-2-(6-methylpyridin-2-yl)-1H-imidazol-1-yl)imidazo[1,2-a]pyridine